C(C1=CC=CC=C1)OC1CC(C1)OC=1C=C(C(=CC1)C(=O)O)C(=O)O.CC1=C(C(=O)NC2(CCC3=C(C=CS3)C2)C2=CC=CC=C2)C=CC=C1 methyl-N-(5-phenyl-4,5,6,7-tetrahydrobenzothien-5-yl)benzamide 4-[(1r,3r)-3-(benzyloxy)cyclobutoxy]benzene-1,2-dicarboxylate